C(C)(C)(C)OC(NCC=1NC2=CC(=C(C=C2C1)C)C(NC1(CC1)C1=CC=CC=C1)=O)=O tert-butyl((5-methyl-6-((1-phenylcyclopropyl)carbamoyl)-1H-indol-2-yl)methyl)carbamate